2,2,2-trichloroethyl (3-((tert-butyldimethylsilyl)oxy)-2-(3-((tert-butyldimethylsilyl)oxy)-4-methoxybenzyl)propyl)carbamate [Si](C)(C)(C(C)(C)C)OCC(CNC(OCC(Cl)(Cl)Cl)=O)CC1=CC(=C(C=C1)OC)O[Si](C)(C)C(C)(C)C